Cl.FC(C1=CC=C(C=C1)C1=C2C(=C(N=N1)N[C@H]1[C@H](CNC1)O)N=CC=C2)(F)F (3S,4R)-4-((5-(4-(trifluoromethyl)phenyl)pyrido[2,3-d]pyridazin-8-yl)amino)pyrrolidin-3-ol hydrochloride